C(#N)C=1C(=CC(=NC1)NC(=O)N1CCCC2=CC(=C(N=C12)C=O)CN1C2(CC2)COC1=C=O)NCCOC N-(5-Cyano-4-((2-methoxyethyl)amino)pyridin-2-yl)-7-formyl-6-((5-carbonyl-6-oxa-4-azaspiro[2.4]heptan-4-yl)methyl)-3,4-dihydro-1,8-naphthyridin-1(2H)-carboxamide